(tetrahydrofuran-3-yl)methylethanesulfonate O1CC(CC1)COS(=O)(=O)CC